CC1=NC(=NO1)C12CCC(CC1)(CC2)CN(C(=O)C2CCCCC2)C=2C=C(C=CC2)/C=C/C(=O)OC methyl (E)-3-(3-(N-((4-(5-methyl-1,2,4-oxadiazol-3-yl)bicyclo[2.2.2]octan-1-yl)methyl)cyclohexanecarboxamido)phenyl)acrylate